C(C)(C)(C)N1C[C@@H]([C@@H](CC1)NC1=C2C=C(N(C2=CC=C1)CC(F)(F)F)C#CCNC1=C(C=C(C(=O)NC)C=C1)OC([2H])([2H])[2H])F |r| rac-4-[3-[4-[[(3S,4R)-1-tert-butyl-3-fluoro-4-piperidyl]amino]-1-(2,2,2-trifluoroethyl)indol-2-yl]prop-2-ynylamino]-N-methyl-3-(trideuteriomethoxy)benzamide